4-Ethyl-1-(7-fluoro-4-isopropyl-2-(2-methoxyphenyl)quinolin-6-yl)-3-(hydroxymethyl-Yl)-1H-1,2,4-triazol-5(4H)-one C(C)N1C(NN(C1=O)C=1C=C2C(=CC(=NC2=CC1F)C1=C(C=CC=C1)OC)C(C)C)=CO